C(C1=CC=CC=C1)OC(=O)N[C@@H]1CN(CC(CC1)O)C(=O)OCC1=CC=CC=C1 benzyl (3S)-3-(((benzyloxy)carbonyl)amino)-6-hydroxyazepane-1-carboxylate